FC1(CN(CC[C@H]1NC1=NN2C(C(=N1)OC([2H])([2H])[2H])=C(C(=C2)F)C=2C=CC1=C(N(N=N1)CC(F)(F)F)C2)S(=O)(=O)C)F (R)-N-(3,3-difluoro-1-(methylsulfonyl)piperidin-4-yl)-6-fluoro-4-(methoxy-d3)-5-(1-(2,2,2-trifluoroethyl)-1H-benzo[d][1,2,3]triazol-6-yl)pyrrolo[2,1-f][1,2,4]triazin-2-amine